2-[2-(3,4-dimethoxyphenyl)-6-methyl-3-oxo-pyridazine-4-carbonyl]-4,4,6,6-tetramethyl-cyclohexane COC=1C=C(C=CC1OC)N1N=C(C=C(C1=O)C(=O)C1CC(CC(C1)(C)C)(C)C)C